BrC=1C=CC=2N(C1)N=C(N2)NC2COCC2 6-bromo-N-(oxolan-3-yl)-[1,2,4]triazolo[1,5-a]pyridin-2-amine